2-(3-fluoropropyl)-2H-1,2,3-triazole-4-carboxamide FCCCN1N=CC(=N1)C(=O)N